C1(=CC=CC=C1)C1=C(C(=C(C=C1)C1=CC=CC=C1)C1=C(C=CC=2SC3=C(C21)C=CC=C3)C3=CC=CC=C3)C3=NN=NC(=C3C3=CC=CC=C3)C3=C(C=CC=C3)C3=CC=CC=C3 phenyl-[(biphenylyl)phenyltriazinyl](phenyldibenzothiophenyl)biphenyl